C(CCCCCCCCCCCCCCCCC)(=O)OCC1=CC(=CC=C1)COC(CCCCCCCCCCCCCCCCC)=O m-xylylene bisstearate